BrC=1C(=C2C=3C(=NC(=NC3C1F)OC[C@]13CCCN3C[C@@H](C1)F)N(C(CO2)C2=CN=CS2)CC(F)F)Cl 9-Bromo-8-chloro-4-(2,2-difluoroethyl)-10-fluoro-2-(((2R,7aS)-2-fluorotetrahydro-1H-pyrrolizin-7a(5H)-yl)methoxy)-5-(thiazol-5-yl)-5,6-dihydro-4H-[1,4]oxazepino[5,6,7-de]quinazoline